Cl.N1N=CC(=C1)C1=CC=C(C=C1)C1CCNCC1 4-(4-(1H-pyrazol-4-yl)phenyl)piperidine hydrochloride